O[C@H](CN1C(C2=CC=C(C=C2C(C1)(C)C)C(=O)C1C(CC12CCNCC2)C#N)=O)[C@H]2NCC1=CC=CC=C1C2 (2-((R)-2-hydroxy-2-((S)-1,2,3,4-tetrahydroisoquinolin-3-yl)ethyl)-4,4-dimethyl-1-oxo-1,2,3,4-tetrahydroisoquinoline-6-carbonyl)-7-azaspiro[3.5]nonane-2-carbonitrile